C(C)(C)(C)OC(=O)N1CC=2C(CC1)=NN(C2)C2CCN(CC2)C2=NC=C(C=N2)Br.COCNC(C(=C)C)=O N-(Methoxymethyl)methacrylamide tert-butyl-2-[1-(5-bromopyrimidin-2-yl)-4-piperidyl]-6,7-dihydro-4H-pyrazolo[4,3-c]pyridine-5-carboxylate